6-oxospiro[3.3]heptane-2-carboxylic acid methyl ester COC(=O)C1CC2(C1)CC(C2)=O